N-(17-hydroxy-9,12,15-octadecatrienoyl)glutamine OC(C=CCC=CCC=CCCCCCCCC(=O)N[C@@H](CCC(N)=O)C(=O)O)C